2,5-bis(3-methoxyphenyl)-2,5-bis(phenyl)-1,4-bis(4-n-decylphenyl)-1,4-dihydropyrrolo[3,2-b]pyrrole COC=1C=C(C=CC1)C1(C=C2C(N1C1=CC=C(C=C1)CCCCCCCCCC)=CC(N2C2=CC=C(C=C2)CCCCCCCCCC)(C2=CC=CC=C2)C2=CC(=CC=C2)OC)C2=CC=CC=C2